C(C)(C)(C)OC(=O)N1CCC(CC1)N1CCC(CC1)N1N=C2C=C(C(=CC2=C1)NC(=O)C=1C(N(C=CC1)C1CC1)=O)C(=O)OC methyl 2-(1'-(tert-butoxycarbonyl)-[1,4'-bipiperidin]-4-yl)-5-(1-cyclopropyl-2-oxo-1,2-dihydropyridine-3-carboxamido)-2H-indazole-6-carboxylate